(S)-1-(4-(2-chloro-3-(2-hydroxy-2-methylpropoxy)benzyl)-2-methylpiperazine-1-carbonyl)-1H-pyrazole-3-carboxylic acid ClC1=C(CN2C[C@@H](N(CC2)C(=O)N2N=C(C=C2)C(=O)O)C)C=CC=C1OCC(C)(C)O